BrC1=C(N\N=C/C=2C(=NC(=NC2Cl)Cl)Cl)C=CC(=C1)F 2-bromo-4-fluoro-N-[(Z)-(2,4,6-trichloropyrimidin-5-yl)methyleneamino]aniline